(1-benzyl-4-(chloromethyl)piperidin-4-yl)(5-(3,5-difluorophenyl)-4,5-dihydro-1H-pyrazol-1-yl)methanone C(C1=CC=CC=C1)N1CCC(CC1)(CCl)C(=O)N1N=CCC1C1=CC(=CC(=C1)F)F